isoquinoline-1-sulfonamide C1(=NC=CC2=CC=CC=C12)S(=O)(=O)N